tert-Butyl 5-[3-[[6-[[2-chloro-6-[3-(2-isopropyl-3-methyl-butoxy)pyrazol-1-yl]pyridine-3-carbonyl]sulfamoyl]-2-pyridyl]amino]propyl]-2,2-dimethyl-pyrrolidine-1-carboxylate ClC1=NC(=CC=C1C(=O)NS(=O)(=O)C1=CC=CC(=N1)NCCCC1CCC(N1C(=O)OC(C)(C)C)(C)C)N1N=C(C=C1)OCC(C(C)C)C(C)C